[N-]=C=O.CN(C=O)C dimethylformamide isocyanate